3-(2-butyloctyl)thiophene C(CCC)C(CC1=CSC=C1)CCCCCC